CC1N(CC1C1=NOC(=N1)C1=C(C(=C(C(=C1)F)C)NC(=O)C1=CN=C2N1C=CC(=C2)N2CCNCC2)F)C(=O)OCCCCOCC2=CC=C(C=C2)OC 4-((4-methoxybenzyl)oxy)butan-1-ol methyl-3-(5-(2,5-difluoro-4-methyl-3-(7-(piperazin-1-yl)imidazo[1,2-a]pyridine-3-carboxamido)phenyl)-1,2,4-oxadiazol-3-yl)azetidine-1-carboxylate